2-(((1R)-1-(3-cyclopropyl-6-fluoro-4-oxo-2-(tetrahydro-2H-pyran-3-yl)-3,4-dihydroquinazolin-8-yl)ethyl)amino)benzoic acid C1(CC1)N1C(=NC2=C(C=C(C=C2C1=O)F)[C@@H](C)NC1=C(C(=O)O)C=CC=C1)C1COCCC1